OC=1C=C(C=C2C(C=3C=C(C=CC3C(C12)=O)C)=O)OC 8-hydroxy-3-methyl-6-methoxy-9,10-dioxoanthracene